C(C)N(C(=O)C1=C(OC=2C(=NC=NC2)NC2CCNCC2)C=CC(=C1)F)C(C)C 4-((5-(2-(ethyl(isopropyl)carbamoyl)-4-fluorophenoxy)pyrimidin-4-yl)amino)piperidine